[6-(7-methoxy-imidazo[1,2-a]pyridin-3-yl)-pyrimidin-4-yl]-[4-(2-methyl-2H-[1,2,3]triazol-4-yl)-benzyl]-amine COC1=CC=2N(C=C1)C(=CN2)C2=CC(=NC=N2)NCC2=CC=C(C=C2)C2=NN(N=C2)C